2,2-difluoroethyl (trans-4-((4-(4-chloro-1H-pyrazol-3-yl)-5-cyanopyrimidin-2-yl)amino)cyclohexyl)(5-(2-methoxypyrimidin-5-yl)pyridin-2-yl)carbamate ClC=1C(=NNC1)C1=NC(=NC=C1C#N)N[C@@H]1CC[C@H](CC1)N(C(OCC(F)F)=O)C1=NC=C(C=C1)C=1C=NC(=NC1)OC